FC=1C(=NC(=CC1C=1C=C(C=CC1C)NC(=O)N1C[C@@H](CC1)CC(F)(F)F)N[C@@H](CO)C)N1CCOCC1 (3S)-N-[3-(3-fluoro-6-[[(2R)-1-hydroxypropan-2-yl]amino]-2-(morpholin-4-yl)pyridin-4-yl)-4-methylphenyl]-3-(2,2,2-trifluoroethyl)pyrrolidine-1-carboxamide